ClC=1C(=NC(=NC1)NC1=CC(=C(C=C1)N1CCN(CC1)C)OC)C1=CN(C2=CC(=CC=C12)NC(C=C)=O)C N-[3-[5-chloro-2-[3-methoxy-4-(4-methylpiperazin-1-yl)anilino]-pyrimidin-4-yl]-1-methyl-indol-6-yl]prop-2-enamide